BrC(C(=O)OCC(C)(COC(C(C)(C)Br)=O)COC(C(C)(C)Br)=O)(C)C 1,1,1-tris(2-bromoisobutyryloxymethyl)-ethane